bis(stearoyloxy)oxovanadium (IV) C(CCCCCCCCCCCCCCCCC)(=O)O[V](=O)OC(CCCCCCCCCCCCCCCCC)=O